1,1,1-trifluoro-3-((2-fluoro-4-(2-(((3S,5S)-5-fluoropiperidin-3-yl)amino)-8-isopropylpyrido[3,2-d]pyrimidin-6-yl)phenyl)amino)propan-2-ol FC(C(CNC1=C(C=C(C=C1)C=1C=C(C=2N=C(N=CC2N1)N[C@@H]1CNC[C@H](C1)F)C(C)C)F)O)(F)F